5-(quinolin-6-yl)-7H-pyrrolo[2,3-d]pyrimidin-2-amine N1=CC=CC2=CC(=CC=C12)C1=CNC=2N=C(N=CC21)N